ClC1=C(C(=C(CNC(=O)C2CCN(CC2)C2=NC3=C(C=CC=C3C=C2)C)C=C1)F)C=1NC(C=C(N1)C(F)(F)F)=O N-{4-chloro-2-fluoro-3-[6-oxo-4-(trifluoromethyl)-1,6-dihydropyrimidin-2-yl]benzyl}-1-(8-methylquinolin-2-yl)piperidine-4-carboxamide